N[C@@H](C)C(=O)N[C@@H](CCCNC(N)=O)C(=O)NC1=CC=C(C=C1)NC(CN1C(C=CC1=O)=O)=O L-alanyl-N5-carbamoyl-N-(4-{[(2,5-dioxo-2,5-dihydro-1H-pyrrol-1-yl)acetyl]amino}phenyl)-L-ornithinamid